N[C@@H](CCCCNC(CN1CCN(CCN(CCN(CC1)CC(=O)O)CC(=O)O)CC(=O)O)=O)C(=O)O (S)-2,2',2''-(10-(2-((5-amino-5-carboxypentyl)amino)-2-oxoethyl)-1,4,7,10-tetraazacyclododecane-1,4,7-triyl)triacetic acid